C(#N)C=1C=C(C=C(C1)F)C1=NO[C@@](C1)(C(F)(F)F)C(=O)N[C@H]1C=C[C@H](C1)C(=O)OCCOC 2-Methoxyethyl (1S,4R)-4-[[[(5R)-3-(3-cyano-5-fluorophenyl)-5-(trifluoromethyl)-4H-1,2-oxazol-5-yl]carbonyl]amino]cyclopent-2-en-1-carboxylate